N,N-dimethyl-3-[(9Z,12Z)-octadeca-9,12-dien-1-yloxy]propane-1-amine CN(CCCOCCCCCCCC\C=C/C\C=C/CCCCC)C